[Pd](Cl)Cl.C1(=CC=CC=C1)P([C-]1C=CC=C1)C1=CC=CC=C1.[C-]1(C=CC=C1)P(C1=CC=CC=C1)C1=CC=CC=C1.[Fe+2] 1,1'-Bis(diphenylphosphino)ferrocen palladium (II) dichlorid